3-hydroxy-4-(6-(methyl(2,2,6,6-tetramethylpiperidin-4-yl)amino)pyridazin-3-yl)benzonitrile OC=1C=C(C#N)C=CC1C=1N=NC(=CC1)N(C1CC(NC(C1)(C)C)(C)C)C